O=C1N(CCC(N1)=O)C1=NN(C2=CC(=C(C=C12)F)N1CC2(C1)CCN(CC2)C(=O)OC(C)(C)C)C tert-butyl 2-(3-(2,4-dioxotetrahydropyrimidin-1(2H)-yl)-5-fluoro-1-methyl-1H-indazol-6-yl)-2,7-diazaspiro[3.5]nonane-7-carboxylate